N,5-bis(4-chlorophenyl)-3-(1-methylethyl-imino)-5H-phenazin-2-amine ClC1=CC=C(C=C1)NC1=CC2=NC3=CC=CC=C3N(C2=CC1=NC(C)C)C1=CC=C(C=C1)Cl